Iminodiacetat N(CC(=O)[O-])CC(=O)[O-]